FC(C)(F)C1=CC=CC(=N1)C(=O)NC=1C(=CC=2N(C1)C=C(N2)C2CCC(CC2)C=O)OC 6-(1,1-Difluoroethyl)-N-(2-((1R,4R)-4-formylcyclohexyl)-7-methoxyimidazo[1,2-a]pyridine-6-yl)picolinamide